methyl (Z)-[2-methyl-4-[3-[4-[3-(morpholin-4-yl)propynyl]phenyl]-3-(4-trifluoromethylphenyl)allyloxy]phenoxy]acetate CC1=C(OCC(=O)OC)C=CC(=C1)OC\C=C(/C1=CC=C(C=C1)C(F)(F)F)\C1=CC=C(C=C1)C#CCN1CCOCC1